COC(C(CCC)C)C1=NC2=C3N=CC=CC3=CC=C2C=C1 2-(1-methoxy-2-methylpentyl)-1,10-phenanthroline